CS(=O)(=O)C1=NC=C(C=N1)C=1C=CC=2N=C3COCC4(N3C2N1)CCOC1=CC=CC=C14 2'-(2-(methylsulfonyl)pyrimidin-5-yl)-6',8'-dihydrospiro[chromane-4,9'-pyrido[3',2':4,5]imidazo[2,1-c][1,4]oxazine]